O1C(=CC2=C1C=CC=C2)C2=CC=C(C=C2)NC2=CC=C(C=C2)C=2OC1=C(N2)C=CC=C1 (4-benzofuran-2-yl-phenyl)(4-benzoxazol-2-yl-phenyl)amine